S(O)(O)(=O)=O.NC1CCN(CC1)C1=CC=C(C=C1)C1C(NC(CC1)=O)=O 3-[4-(4-Amino-1-piperidyl)phenyl]piperidine-2,6-dione sulfuric acid salt